m-trifluoromethyl-phenethylamine hydroiodic acid salt I.FC(C=1C=C(CCN)C=CC1)(F)F